hexahydroindolo[4,3-fg]quinoline-9-carboxamide-5-d C1CCC2NC(C=3C2=C1C=1C=C(C=NC1C3)C(=O)N)[2H]